2-fluoro-N-(2-iodo-4-(perfluoropropan-2-yl)-6-((trifluoromethyl)thio)phenyl)-3-(methylamino)benzamide FC1=C(C(=O)NC2=C(C=C(C=C2SC(F)(F)F)C(C(F)(F)F)(C(F)(F)F)F)I)C=CC=C1NC